dicyclohexylamine tetrakis(pentafluorophenyl)borate FC1=C(C(=C(C(=C1[B-](C1=C(C(=C(C(=C1F)F)F)F)F)(C1=C(C(=C(C(=C1F)F)F)F)F)C1=C(C(=C(C(=C1F)F)F)F)F)F)F)F)F.C1(CCCCC1)NC1CCCCC1